ClC1=C2C(=CNC2=C(C=C1)NS(=O)(=O)C=1C=NN(C1)C(CCO)(C)C)C#N N-(4-chloro-3-cyano-1H-indol-7-yl)-1-(3-hydroxy-1,1-dimethyl-propyl)pyrazole-4-sulfonamide